N-methyl-N-[3-nitro-4-[(E)-[1-(2,2,3,3,3-pentafluoropropyl)-pyrazolo[3,4-c]pyridin-5-yl]iminomethyl]phenyl]acetamide CN(C(C)=O)C1=CC(=C(C=C1)/C=N/C=1C=C2C(=CN1)N(N=C2)CC(C(F)(F)F)(F)F)[N+](=O)[O-]